N,N'-bis(2-pyridinylmethyl)-1,4-benzenedimethanamine N1=C(C=CC=C1)CNCC1=CC=C(C=C1)CNCC1=NC=CC=C1